(5-([1,1'-biphenyl]-4-yl)-1-methyl-1H-1,2,4-triazol-3-yl)(spiro[isochroman-1,4'-piperidin]-1'-yl)methanone C1(=CC=C(C=C1)C1=NC(=NN1C)C(=O)N1CCC2(CC1)OCCC1=CC=CC=C12)C1=CC=CC=C1